C(C)(C)OC1=NC(=CC(=N1)C(=O)O)NC1CCN(CC1)C1=NC=NC=C1 2-isopropoxy-6-((1-(pyrimidin-4-yl)piperidin-4-yl)amino)pyrimidine-4-carboxylic acid